O-(((2S,3R,4R,5R)-4-((tert-butyldimethylsilyl)oxy)-5-(2-isobutyramido-6-oxo-1H-purin-9(6H)-yl)-3-(tritylamino)tetrahydrofuran-2-yl)methyl) O-(2-cyanoethyl) phosphonothioate P(OC[C@H]1O[C@H]([C@@H]([C@@H]1NC(C1=CC=CC=C1)(C1=CC=CC=C1)C1=CC=CC=C1)O[Si](C)(C)C(C)(C)C)N1C=2N=C(NC(C2N=C1)=O)NC(C(C)C)=O)(OCCC#N)=S